2-pentyl-9,10-anthraquinone C(CCCC)C1=CC=2C(C3=CC=CC=C3C(C2C=C1)=O)=O